methyl (S)-2-(4-bromobenzyl)-1-(oxetan-2-ylmethyl)-1H-thieno[2,3-d]imidazole-5-carboxylate BrC1=CC=C(CC=2N(C3=C(N2)SC(=C3)C(=O)OC)C[C@H]3OCC3)C=C1